C1(CCCCC1)N1C(=NC=2C1=C1C(=NC2)NC=C1)C1=CC=C(O1)/C=C(\C#N)/C(=O)N1CCSCC1 (E)-3-(5-(1-cyclohexyl-1,6-dihydroimidazo[4,5-d]pyrrolo[2,3-b]pyridin-2-yl)furan-2-yl)-2-(thiomorpholine-4-carbonyl)acrylonitrile